4-(4-methoxybenzyl)-1-(piperidin-1-ylmethyl)-[1,2,4]triazolo[4,3-a]quinazolin-5(4H)-one COC1=CC=C(CN2C=3N(C4=CC=CC=C4C2=O)C(=NN3)CN3CCCCC3)C=C1